N,3',5'-triphenyl-[1,1':2',1'':4'',1'''-quaterphenyl]-4'''-amine C1(=CC=CC=C1)NC1=CC=C(C=C1)C1=CC=C(C=C1)C=1C(=CC(=CC1C1=CC=CC=C1)C1=CC=CC=C1)C1=CC=CC=C1